N-(4-((R*)-2-(2-fluoro-6-methoxypyridin-3-yl)propyl)-6-(((R)-1-hydroxy-4-methylpentan-2-yl)amino)-1,3,5-triazin-2-yl)methanesulfonamide FC1=NC(=CC=C1[C@@H](CC1=NC(=NC(=N1)N[C@@H](CO)CC(C)C)NS(=O)(=O)C)C)OC |o1:7|